C(CCCCCC)OC(=O)C1C(CCCC1)C(=O)OCCCCCCC cyclohexane-1,2-dicarboxylic acid di-n-heptyl ester